propyl-3-(difluoromethyl)-5-fluoro-1-methyl-1H-pyrazole-4-carboxamide C(CC)NC(=O)C=1C(=NN(C1F)C)C(F)F